FC=1C(=C2C(=NC1C1=CC=CC=C1)C1=C(O2)C=CC=C1)C1=CC(=CC=C1)C 3-fluoro-2-phenyl-4-(3-methylphenyl)benzofuro[3,2-b]Pyridine